(4,6-Difluoro-1H-benzo[d]imidazol-2-yl)thiazole FC1=CC(=CC=2NC(=NC21)C=2SC=CN2)F